FC=1C=C(C=C(C1)F)[C@@H]1C[C@@H](C=2N1N=C(N2)[S@@](=O)CF)F (5s,7s)-5-(3,5-difluorophenyl)-7-fluoro-2-[(R)-fluoromethylsulfinyl]-6,7-dihydro-5H-pyrrolo[1,2-b][1,2,4]triazole